FC=1C=C(N)C=C(C1OC1=C2C(=NC=C1)N(C=C2C2(COC2)OC(C)C)COCC[Si](C)(C)C)F 3,5-difluoro-4-[(3-{3-[(propan-2-yl)oxy]oxetan-3-yl}-1-{[2-(trimethylsilyl)ethoxy]methyl}-1H-pyrrolo[2,3-b]pyridin-4-yl)oxy]aniline